ClC=1C=C(C=CC1Cl)C1=CSC2=C1C(N(C=C2)CC(N2CC1(COC1)C2)=O)=O 3-(3,4-dichlorophenyl)-5-(2-oxo-2-(2-oxa-6-azaspiro[3.3]heptan-6-yl)ethyl)thieno[3,2-c]pyridin-4(5H)-one